2-(5-cyclopropyl-3-ethylsulfonyl-2-pyridyl)-5-(trifluoromethylsulfinyl)-1,3-benzoxazole C1(CC1)C=1C=C(C(=NC1)C=1OC2=C(N1)C=C(C=C2)S(=O)C(F)(F)F)S(=O)(=O)CC